4-diethylaminobenzaldehyde-1,1-diphenylhydrazone C1(=CC=CC=C1)N(N=CC1=CC=C(C=C1)N(CC)CC)C1=CC=CC=C1